5-((5-(3-(((1R,3S)-3-aminocyclopentyl)oxy)-6-propylpyridin-2-yl)-1H-pyrazol-3-yl)amino)pyrazine-2-carbonitrile N[C@@H]1C[C@@H](CC1)OC=1C(=NC(=CC1)CCC)C1=CC(=NN1)NC=1N=CC(=NC1)C#N